C(C)C=1C(C(CCC1)(C)C)C(=O)[O-] 2-ethyl-6,6-dimethylcyclohex-2-en-1-carboxylate